1,3,5-triazine-4,4-diamine N1=CNC(N=C1)(N)N